1-tert-butoxycarbonyl-4-methoxy-pyrrolidine-2-carboxylic acid C(C)(C)(C)OC(=O)N1C(CC(C1)OC)C(=O)O